CN(C)C(=O)CBr 2-Bromo-N,N-dimethylacetamide